3,7-dimethyloct-5-enal CC(CC=O)CC=CC(C)C